N1=NNC(C2=C1C=CC=C2)=O benzo[d][1,2,3]-triazin-4(3H)-one